3-[(4-dimethylphosphorylphenyl)methoxy]azetidine CP(=O)(C)C1=CC=C(C=C1)COC1CNC1